tert-butyl (8-(4-((5-(((5-(tert-butyl)oxazol-2-yl)methyl)thio)thiazol-2-yl)carbamoyl)piperidin-1-yl)octyl)carbamate C(C)(C)(C)C1=CN=C(O1)CSC1=CN=C(S1)NC(=O)C1CCN(CC1)CCCCCCCCNC(OC(C)(C)C)=O